[Na+].[Na+].C(CC)(=O)[O-].C(CC)(=O)[O-].[Na+] sodium dipropionate disodium